Cl.C(C)(C)(C)N1C[C@H]([C@@H](C1)C1=CC=C(C=C1)Cl)C(=O)N1C[C@H](C[C@H]1C(=O)N1CCOCC1)N(C(CC)=O)C1CCC(CC1)C N-((3S,5S)-1-((3S,4R)-1-(tert-butyl)-4-(4-chlorophenyl)pyrrolidin-3-carbonyl)-5-(morpholin-4-carbonyl)pyrrolidin-3-yl)-N-((1s,4R)-4-methylcyclohexyl)propanamide hydrochloride